2-(3-(3-(1-(2-chloro-6-fluorophenyl)cyclopropyl)-1,2,4-oxadiazol-5-yl)-5-(difluoromethyl)-1H-pyrazol-1-yl)acetamide ClC1=C(C(=CC=C1)F)C1(CC1)C1=NOC(=N1)C1=NN(C(=C1)C(F)F)CC(=O)N